tert-butyl 4-(7-((5-chloro-2-fluorophenyl)amino)-1-methyl-6,7-dihydro-5H-benzo[c][1,2,3]triazolo[1,5-a]azepin-9-yl)-3,6-dihydropyridine-1(2H)-carboxylate ClC=1C=CC(=C(C1)NC1C2=C(C=3N(CC1)N=NC3C)C=CC(=C2)C=2CCN(CC2)C(=O)OC(C)(C)C)F